1-[5-(2-fluorophenyl)-1-(pyridin-3-ylsulfonyl)-1H-pyrrol-3-yl]-N-methylamine fumarate C(\C=C\C(=O)O)(=O)O.FC1=C(C=CC=C1)C1=CC(=CN1S(=O)(=O)C=1C=NC=CC1)CN